7-Isopropyl-5-methyl-2-(5-methyl-2-((5-(1-methylpiperidin-4-yl)pyridin-2-yl)amino)pyrimidin-4-yl)thieno[3,2-c]pyridin-4(5H)-one C(C)(C)C=1C2=C(C(N(C1)C)=O)C=C(S2)C2=NC(=NC=C2C)NC2=NC=C(C=C2)C2CCN(CC2)C